C(C=C)[Pd-2](=C1N(C=CN1C1=C(C=CC=C1C(C)C)C(C)C)C1=C(C=CC=C1C(C)C)C(C)C)Cl allyl[1,3-bis(2,6-diisopropylphenyl)imidazol-2-ylidene]palladium(II) chloride